C(C)(C)(C)OC(=O)N1C[C@@H](OC[C@H]1C1=CC=C(C=C1)N1C(=CC2=C1N=CN(C2=O)CC2(CCN(CC2)C(C=CC2=CC=CC=C2)=O)O)Cl)C (2s,5r)-5-(4-(6-chloro-3-((1-cinnamoyl-4-hydroxypiperidin-4-yl)methyl)-4-oxo-3,4-dihydro-7H-pyrrolo[2,3-d]pyrimidin-7-yl)phenyl)-2-methylmorpholine-4-carboxylic acid tert-butyl ester